(S)-3-fluoro-5-(((1-hydroxy-3-(nonadecyloxy)propan-2-yl)oxy)methyl)benzonitrile FC=1C=C(C#N)C=C(C1)CO[C@@H](CO)COCCCCCCCCCCCCCCCCCCC